4-{[2-methoxy-3-(2-methyl-2H-1,2,3-triazol-4-yl)phenyl]amino}-N-(2H3)methyl-6-[(1R,2S)-2-methylcyclopropaneamido]pyridazine-3-carboxamide COC1=C(C=CC=C1C1=NN(N=C1)C)NC1=C(N=NC(=C1)NC(=O)[C@H]1[C@H](C1)C)C(=O)NC([2H])([2H])[2H]